boric diamide B(N)(N)O